5-(4-fluorophenyl)-N-[4-[(7-methoxy-1,5-naphthyridin-4-yl)oxy]phenyl]-6-methyl-4-oxo-1H-pyridazine-3-carboxamide FC1=CC=C(C=C1)C=1C(C(=NNC1C)C(=O)NC1=CC=C(C=C1)OC1=CC=NC2=CC(=CN=C12)OC)=O